7,8,8a,9-tetrahydro-1H,6H-pyrrolo[1',2':3,4]imidazo[1,2-c]pyrimidin-1-one C1(N=CC=C2N1CC1N2CCC1)=O